5-(4-(4-(2,6-Difluorobenzyl)-5-oxo-4,5-dihydro-1H-1,2,4-triazol-1-yl)-2-fluorophenoxy)-2-methylthiazole-4-carbonitrile FC1=C(CN2C=NN(C2=O)C2=CC(=C(OC3=C(N=C(S3)C)C#N)C=C2)F)C(=CC=C1)F